(S,E)-(3-(2-(thiophen-2-yl)vinyl)-1H-pyrazol-1-yl)methyl 2-aminopropanoate N[C@H](C(=O)OCN1N=C(C=C1)\C=C\C=1SC=CC1)C